2,3,5-triphenyltetrazole Chloride [Cl-].C1(=CC=CC=C1)N1NC(=NN1C1=CC=CC=C1)C1=CC=CC=C1